(2S,4R)-4-fluoro-N-[(S)-[3-fluoro-4-(propan-2-yl)phenyl](phenyl)methyl]-1-[(5R)-2-oxo-1,3-oxazolidine-5-carbonyl]pyrrolidine-2-carboxamide F[C@@H]1C[C@H](N(C1)C(=O)[C@H]1CNC(O1)=O)C(=O)N[C@@H](C1=CC=CC=C1)C1=CC(=C(C=C1)C(C)C)F